C1(CC1)NC(=O)C=1C2=C(C(=NC1)C1=NOC(C1)(C(F)(F)F)C1=CC(=C(C(=C1)Cl)F)Cl)C=CO2 N-cyclopropyl-4-[5-(3,5-dichloro-4-fluorophenyl)-4,5-dihydro-5-(trifluoromethyl)-3-isoxazolyl]furo[3,2-c]pyridine-7-carboxamide